N-(furan-2-ylmethyl)-4-(naphthalene-2-sulfonamido)nicotinamide O1C(=CC=C1)CNC(C1=CN=CC=C1NS(=O)(=O)C1=CC2=CC=CC=C2C=C1)=O